4,4,4-trifluoro-1-(4-fluoro-4-(5-(trifluoromethyl)pyridin-3-yl)piperidin-1-yl)butan-1-one FC(CCC(=O)N1CCC(CC1)(C=1C=NC=C(C1)C(F)(F)F)F)(F)F